4-(5-methoxy-2-methyl-1H-indol-3-yl)thiazol-2-amine COC=1C=C2C(=C(NC2=CC1)C)C=1N=C(SC1)N